tert-butyl (R)-3-(3-chloro-7H-pyrrolo[2,3-c]pyridazin-7-yl)piperidine-1-carboxylate ClC1=CC2=C(N=N1)N(C=C2)[C@H]2CN(CCC2)C(=O)OC(C)(C)C